(2S,6R)-N-[2-(1-benzylpiperidin-4-yl)ethyl]-4-(4-cyanopyrimidin-2-yl)-2,6-dimethylpiperazine-1-carboxamide C(C1=CC=CC=C1)N1CCC(CC1)CCNC(=O)N1[C@H](CN(C[C@H]1C)C1=NC=CC(=N1)C#N)C